NC[C@]1(CN(CCC1)C1=NC=CC(=N1)NC1=NNC(=C1)C1CC1)F 2-[(3R)-3-(Aminomethyl)-3-fluoro-1-piperidyl]-N-(5-cyclopropyl-1H-pyrazol-3-yl)pyrimidin-4-amine